FC1=C(C=CC(=C1)F)[C@H]1N([C@H](CC1)C)C(CN1C(O[C@]2(C1=O)CCC1=CC(=CC=C12)NC(=O)NC)=O)=O 1-((R)-3'-(2-((2S,5S)-2-(2,4-difluorophenyl)-5-methylpyrrolidin-1-yl)-2-oxoethyl)-2',4'-dioxo-2,3-dihydrospiro[indene-1,5'-oxazolidine]-5-yl)-3-methylurea